BrC1=C(C(=O)OC)C=C(C=N1)Br methyl 2,5-dibromonicotinate